NC1=NN2C(C=CC(=C2)C=2C=C(C(=NC2)C)NC(=O)N2OCC[C@H]2C2=CC=C(C=C2)OC)=N1 (S)-N-(5-(2-amino-[1,2,4]triazolo[1,5-a]pyridin-6-yl)-2-methylpyridin-3-yl)-3-(4-methoxyphenyl)isoxazolidine-2-carboxamide